BrN1N=CC=2C1=CN=CC2 bromo-1H-pyrazolo[3,4-c]pyridine